tert-butyl 3-(3-((2R,5S)-1-((Benzyloxy)Carbonyl)-5-methylpiperidin-2-yl)phenyl)-5,6-dihydropyridine-1(2H)-carboxylate C(C1=CC=CC=C1)OC(=O)N1[C@H](CC[C@@H](C1)C)C=1C=C(C=CC1)C=1CN(CCC1)C(=O)OC(C)(C)C